(R)-3-(3,4-dichlorophenyl)-5-(2-(3-fluoropyrrolidin-1-yl)-2-oxoethyl)thieno[3,2-c]pyridin-4(5H)-one ClC=1C=C(C=CC1Cl)C1=CSC2=C1C(N(C=C2)CC(=O)N2C[C@@H](CC2)F)=O